CCCC(CCCCCC(CCCCCC)O)O hexadecane-4,10-diol